CCCCCCCC/C=C\CCCCCCCC(=O)OC[C@H](COP(=O)(O)OCCN)OC(=O)CCCCCCC/C=C\CCCCCCCC 1,2-di-(9Z-octadecenoyl)-sn-glycero-3-phosphoethanolamine